OC1CCC(CC1)N1N=CC(=C1)C1=CC=2N(N=C1C)C(=CN2)C2=CC=NC1=CC(=CC=C21)N2[C@@H]1CN([C@H](C2)C1)C(C)=O ((1S,4S)-5-(4-(7-(1-((1R,4R)-4-hydroxycyclohexyl)-1H-pyrazol-4-yl)-6-methylimidazo[1,2-b]pyridazin-3-yl)quinolin-7-yl)-2,5-diazabicyclo[2.2.1]hept-2-yl)ethan-1-one